CC1(OC2=C(C1)C=CC=C2C2=CC(=C(OCCCC(=O)O)C(=C2)F)F)C 4-[4-(2,2-dimethyl-2,3-dihydro-benzofuran-7-yl)-2,6-difluoro-phenoxy]-butyric acid